Cl.Cl.NCC1=CC=C(C(=N1)OC=1C(=C(C=CC1)C[C@@H]1NCC([C@@H]1NS(=O)(=O)C)(F)F)F)C N-{(2S,3R)-2-[(3-{[6-(Aminomethyl)-3-methylpyridin-2-yl]oxy}-2-fluorophenyl)methyl]-4,4-difluoropyrrolidin-3-yl}methanesulfonamide dihydrochloride